C(C)(C)(C)OC(N[C@H]1[C@@H](C1)F)=O trans-tert-butyl(2-fluorocyclopropyl)carbamate